3-[(1-Isopropylpyrazol-4-yl)amino]-5-(methylamino)-6-(3-methylimidazo[4,5-c]pyridin-7-yl)pyrazin-2-carboxamid C(C)(C)N1N=CC(=C1)NC=1C(=NC(=C(N1)NC)C=1C2=C(C=NC1)N(C=N2)C)C(=O)N